4-[(3-chloro-4-fluorophenyl)amino]-6-(trans-4-{N-[(morpholin-4-yl)carbonyl]-N-methyl-amino}-cyclohexan-1-yloxy)-7-methoxy-quinazoline ClC=1C=C(C=CC1F)NC1=NC=NC2=CC(=C(C=C12)O[C@@H]1CC[C@H](CC1)N(C)C(=O)N1CCOCC1)OC